N-((S)-1-(6-aminopyridin-2-yl)ethyl)-8-(4-(trifluoromethyl)cyclohex-1-en-1-yl)quinoline-3-carboxamide format C(=O)O.NC1=CC=CC(=N1)[C@H](C)NC(=O)C=1C=NC2=C(C=CC=C2C1)C1=CCC(CC1)C(F)(F)F